NCCCC=1C=C(C=CC1)O 3-(3-aminopropyl)-phenol